N-[4-[3-(3,4-Dihydroxyphenyl)prop-2-enoyl]phenyl]-4-hydroxybenzenesulfonamide OC=1C=C(C=CC1O)C=CC(=O)C1=CC=C(C=C1)NS(=O)(=O)C1=CC=C(C=C1)O